Diethyl 1-[2-(4-chloro-3,5-difluorophenyl)-2-oxoethyl]-4-cyclopropyl-1H-pyrazole-3,5-dicarboxylate ClC1=C(C=C(C=C1F)C(CN1N=C(C(=C1C(=O)OCC)C1CC1)C(=O)OCC)=O)F